phenyldecynediol C1(=CC=CC=C1)C(C#CCCCCCCC)(O)O